1-[5-(5-chloro-2-methoxypyridin-4-yl)-1H-pyrazole-3-carbonyl]-N-[(pyrimidin-2-yl)methyl]piperidine-4-carboxamide methyl-5-chloro-3-hydroxythiophene-2-carboxylate COC(=O)C=1SC(=CC1O)Cl.ClC=1C(=CC(=NC1)OC)C1=CC(=NN1)C(=O)N1CCC(CC1)C(=O)NCC1=NC=CC=N1